C(C)C(COC1=CC=CC2=CC=CC=C12)=C=CC1=CC=CC=C1 1-((2-ethyl-4-phenylbutan-2,3-dien-1-yl)oxy)naphthalene